methyl (R)-4-(2-(5-cyclopropyl-4-fluoro-3,3-dimethyl-2-oxoindolin-1-yl)acetamido)-3-fluorobutanoate C1(CC1)C=1C(=C2C(C(N(C2=CC1)CC(=O)NC[C@@H](CC(=O)OC)F)=O)(C)C)F